ONNC(CC)=O 2-hydroxy-N-methylacetylhydrazine